N-(5-{5-((1R,2S)-2-fluorocyclopropyl)-1,2,4-oxadiazol-3-yl}-2-methylphenyl)imidazo[1,2-a]pyridine-3-carboxamide F[C@@H]1[C@H](C1)C1=NC(=NO1)C=1C=CC(=C(C1)NC(=O)C1=CN=C2N1C=CC=C2)C